ClC1=CC=NC(=C1C=O)F 4-chloro-2-fluoronicotinaldehyde